COC([C@@H](C)OC1=CC=C(C=C1)OC1=NC=C(C=C1Cl)C(F)(F)F)=O.C1(=CC=C(C=C1)C=1N=C(C2=CC=CC=C2C1)C1=CC=C(C=C1)C(F)(F)F)C (p-tolyl)-1-(4-(trifluoromethyl)phenyl)isoquinoline methyl-(2R)-2-(4-{[3-chloro-5-(trifluoromethyl)pyridin-2-yl]oxy}phenoxy)propanoate